C(CC=C)C1=CC=C(C=C1)C=C 1-(3-butenyl)-4-vinylbenzene